C(C)(SCCC=1C=C(N2C=CC=C(C12)C1=C(C(=C(C=C1OC)NCCOC)[N+](=O)[O-])F)C(C1=CC(=C(C(=C1)F)F)F)=O)=O S-(2-(8-(2-fluoro-6-methoxy-4-((2-methoxyethyl)amino)-3-nitrophenyl)-3-(3,4,5-trifluorobenzoyl)indolizin-1-yl)ethyl) ethanethioate